3-((6-chloro-2,3,4,9-tetrahydro-1H-pyrido[3,4-b]indol-1-yl)methyl)piperidin-2-one TFA salt OC(=O)C(F)(F)F.ClC=1C=C2C3=C(NC2=CC1)C(NCC3)CC3C(NCCC3)=O